COC1=CC=C(C=C1)[C@@H]1N(C[C@@H](C1)C1=CC2=C(OCO2)C=C1)CC(=O)N(CCCC)CCCC (2R,4S)-2-(4-methoxyphenyl)-4-(1,3-benzodioxol-5-yl)-1-(N,N-di(n-butyl)aminocarbonylmethyl)pyrrolidine